N(=C=S)C1=C(C=CC=C1)N=C=S 1,2-diisothiocyanatobenzene